5-(4-((3-(2-Methoxyethoxy)phenyl)ethynyl)phenyl)-3-((2-((1S)-1-((tetrahydro-2H-pyran-2-yl)oxy)ethyl)-1H-imidazol-1-yl)methyl)isoxazole COCCOC=1C=C(C=CC1)C#CC1=CC=C(C=C1)C1=CC(=NO1)CN1C(=NC=C1)[C@H](C)OC1OCCCC1